3-(tert-butyl)-5-methoxy-1H-pyrrolo[3,2-b]pyridine C(C)(C)(C)C1=CNC=2C1=NC(=CC2)OC